2-(1-methyl-3-(3-methylisoxazol-5-yl)ureido)-5-oxo-5H-thieno[3,2-b]pyran-6-carboxylic acid CN(C(=O)NC1=CC(=NO1)C)C1=CC=2OC(C(=CC2S1)C(=O)O)=O